2,2-dimethyl-1,7-heptanediamine CC(CN)(CCCCCN)C